3-{[2-(2,6-dioxopiperidin-3-yl)-1,3-dioxo-2,3-dihydro-1H-isoindol-4-yl]amino}-1-fluorocyclobutane-1-carboxylic acid O=C1NC(CCC1N1C(C2=CC=CC(=C2C1=O)NC1CC(C1)(C(=O)O)F)=O)=O